BrC1=C(C2=C(N(C(S2)=O)COCC[Si](C)(C)C)C=C1)Cl 6-bromo-7-chloro-3-{[2-(trimethylsilyl)ethoxy]methyl}-2,3-dihydro-1,3-benzothiazol-2-one